C1(CC1)C(CNC=1C(=CC(=C(C#N)C1)F)C)=C=O 5-((2-cyclopropyl-2-carbonylethyl)amino)-2-fluoro-4-methylbenzonitrile